benzotriazol-1-yloxy-N,N-dimethyl-methylamine N1(N=NC2=C1C=CC=C2)OCN(C)C